5-(1-Methyl-1H-pyrazol-4-yl)-6'-(((1S,3S)-3-((5-methylpyrazin-2-yl)amino)cyclopentyl)amino)-2H-[1,3'-bipyridin]-2-one CN1N=CC(=C1)C=1C=CC(N(C1)C=1C=NC(=CC1)N[C@@H]1C[C@H](CC1)NC1=NC=C(N=C1)C)=O